ClC1=CC=C(C=C1)C1=CN=C(O1)NC=1N=C(C(=O)NO)C=CC1 ((5-(4-chlorophenyl)oxazol-2-yl)amino)-N-hydroxyazabenzamide